N1[C@H](CCC1)C(=O)N1[C@H](C(NC2=C(C1)C=CC=C2)=O)[C@@H](C)CC (S)-4-(D-prolyl)-3-((S)-sec-butyl)-1,3,4,5-tetrahydro-2H-benzo[e][1,4]diazepin-2-one